5-isopropyl-1-phenyl-N-(quinolin-2-yl)-1H-pyrazole-4-carboxamide C(C)(C)C1=C(C=NN1C1=CC=CC=C1)C(=O)NC1=NC2=CC=CC=C2C=C1